4-(5-((9-(3,3-Dimethylbutyl)-3,9-diazaspiro[5.5]undecan-3-yl)sulfonyl)pyridin-2-yl)thiomorpholine 1,1-dioxide CC(CCN1CCC2(CCN(CC2)S(=O)(=O)C=2C=CC(=NC2)N2CCS(CC2)(=O)=O)CC1)(C)C